4-(3-((1-(2,6-dioxopiperidin-3-yl)-3-methyl-1H-indazol-4-yl)oxy)propyl)piperazine O=C1NC(CCC1N1N=C(C2=C(C=CC=C12)OCCCN1CCNCC1)C)=O